FC(C(C1=CC=NC=C1)=C1OC(C2=CC=CC=C12)=O)(F)F 3-(2,2,2-trifluoro-1-(pyridin-4-yl)ethylidene)isobenzofuran-1(3H)-one